1-(3-chloropyridin-2-yl)-N-(2,4-dichloro-6-(isopropylcarbamoyl)phenyl)-3-((1,1-dioxetan-3-yl)oxy)-1H-pyrazole-5-carboxamide ClC=1C(=NC=CC1)N1N=C(C=C1C(=O)NC1=C(C=C(C=C1C(NC(C)C)=O)Cl)Cl)OC1COC1